ethyl 2-(2-(8-(2-(piperazin-1-yl)ethoxy)naphthalen-2-yl)thiazol-4-yl)acetate dihydrochloride Cl.Cl.N1(CCNCC1)CCOC=1C=CC=C2C=CC(=CC12)C=1SC=C(N1)CC(=O)OCC